6-Iodo-N-methyl-N-(3-methylbenzyl)-7-((2-(trimethylsilyl)ethoxy)methyl)-7H-pyrrolo[2,3-d]pyrimidin-4-amine IC1=CC2=C(N=CN=C2N(CC2=CC(=CC=C2)C)C)N1COCC[Si](C)(C)C